CC1=NC(=CC=C1O[C@@H]1C[C@H](CCC1)C(=O)O)C=1N=NN(C1CNC1=NC=CC(=N1)OC=1C=NC=CC1)C (1S,3S)-3-((2-methyl-6-(1-methyl-5-(((4-(pyridin-3-yloxy)pyrimidin-2-yl)amino)methyl)-1H-1,2,3-triazol-4-yl)pyridin-3-yl)oxy)cyclohexane-1-carboxylic acid